FC(S(=O)(=O)[O-])(F)F.C(C1=CC=CC=C1)[N+](CC)(CC)CC benzyl-triethylammonium trifluoromethanesulfonate